C(C)(C)(C)OC(NC1=NSN=C1C(C)N(CC)C1=NC(=NC(=C1C#N)Cl)S(=O)(=O)C)=O.FC1=C(CN2C(C=CC3=C2N=CN=C3)=O)C(=CC=C1)F 8-(2,6-difluorobenzyl)pyrido[2,3-d]pyrimidin-7(8H)-one tert-butyl-N-[4-[1-[(6-chloro-5-cyano-2-methylsulfonyl-pyrimidin-4-yl)-ethyl-amino]ethyl]-1,2,5-thiadiazol-3-yl]carbamate